[2-(cyclopentadienyl-methyl)allyl]Trimethylsilane C1(C=CC=C1)CC(C[Si](C)(C)C)=C